[Si](C)(C)(C(C)(C)C)OC=1C=C(C=C2C=CC(=CC12)O)OC 8-(tert-butyl(dimethyl)silyl)oxy-6-methoxy-naphthalen-2-ol